4-Chloro-3-nitropyridin-2(1H)-one ClC1=C(C(NC=C1)=O)[N+](=O)[O-]